4-(2-chloro-7,8-dihydropyrido[3,2-d]pyrimidin-5(6H)-yl)-6,8-dimethyl-2-(methylthio)pyrido[2,3-d]pyrimidin-7(8H)-one ClC=1N=CC2=C(N1)CCCN2C=2C1=C(N=C(N2)SC)N(C(C(=C1)C)=O)C